IC(Cl)Cl mono-iododichloromethane